IC=1C=CC(=NC1)N[C@@H]1C[C@H](CC1)NC(OC(C)(C)C)=O tert-butyl ((1S,3S)-3-((5-iodopyridin-2-yl)amino)cyclopentyl)carbamate